Ethyl-2,4,6-tri-O-acetyl-3-isothiocyanato-1,3-dideoxy-1-sulfonyl-α-D-glucopyranose C(C)[C@@]1(C(O[C@@H]([C@H]([C@@H]1N=C=S)OC(C)=O)COC(C)=O)=S(=O)=O)OC(C)=O